2-[(1-acryloylpiperidin-4-yl)amino]-N-benzyl-5H-pyrrolo[2,3-b]pyrazine-7-carboxamide C(C=C)(=O)N1CCC(CC1)NC=1N=C2C(=NC1)NC=C2C(=O)NCC2=CC=CC=C2